(S)-4-(cyclopropyl(4-(5,6,7,8-tetrahydro-1,8-naphthyridin-2-yl)butyl)amino)-2-((((S)-2-methylbutoxy)carbonyl)amino)butanoic acid C1(CC1)N(CC[C@@H](C(=O)O)NC(=O)OC[C@H](CC)C)CCCCC1=NC=2NCCCC2C=C1